Br.Br.C(C)OC(=O)C=1N=C(SC1)NN 2-hydrazino-1,3-thiazole-4-carboxylic acid ethyl ester dihydrobromide